FC=1C=C2C(=CNC2=CC1F)NC(=O)N1CC2=CC=C(C=C2C1)C1=CC=C(C=C1)OC N-(5,6-difluoro-1H-indol-3-yl)-5-(4-methoxyphenyl)isoindoline-2-carboxamide